COC(NC1=CC=C2C3=CN(C([C@H](CCCCC(NC2=C1)=O)NC(=O)OC(C)(C)C)=N3)COCC[Si](C)(C)C)=O [(S)-14-tert-Butoxycarbonylamino-9-oxo-16-(2-trimethylsilanyl-ethoxymethyl)-8,16,18-triaza-tricyclo[13.2.1.02,7]octadeca-1(17),2,4,6,15(18)-pentaen-5-yl]-carbamic acid methyl ester